1-[(2R,3S,4R,5R)-3-fluoro-5-(hydroxymethyl)-4-[(4-methoxyphenyl)diphenylmethoxy]oxolan-2-yl]-3H-pyrimidine-2,4-dione F[C@@H]1[C@@H](O[C@@H]([C@H]1OC(C1=CC=CC=C1)(C1=CC=CC=C1)C1=CC=C(C=C1)OC)CO)N1C(NC(C=C1)=O)=O